ls-4-(7-chloroquinolin-4-yl)pentane-1,4-diamine ClC1=CC=C2C(=CC=NC2=C1)C(CCCN)(C)N